OC1=NC=C(C=N1)C=1C=C2C(=C(C=NC2=CC1)C#N)NC(C)C1=CC=CC=C1 6-(2-hydroxypyrimidin-5-yl)-4-((1-phenylethyl)amino)quinoline-3-carbonitrile